6-bromo-7-methyl-1-{[2-(trimethylsilyl)ethoxy]methyl}-1H-imidazo[4,5-b]pyridine BrC=1C(=C2C(=NC1)N=CN2COCC[Si](C)(C)C)C